The molecule is a fatty acid ester obtained by formal condensation of the carboxy group of tetradecanoic acid with the phenolic hydroxy group of 1-naphthol. It has a role as a bacterial metabolite. It derives from a tetradecanoic acid and a 1-naphthol. CCCCCCCCCCCCCC(=O)OC1=CC=CC2=CC=CC=C21